ammonium diformate C(=O)[O-].C(=O)[O-].[NH4+].[NH4+]